ClF chlorofluorane